1-(3-fluorophenyl)cyclopropane-1-carboxylic acid FC=1C=C(C=CC1)C1(CC1)C(=O)O